C1(CCCCCCCCCCCC(=O)OCCO1)=O Ethylen brassylat